methyl 5-isobutylpyrimidine-2-carboxylate C(C(C)C)C=1C=NC(=NC1)C(=O)OC